FC(C1=C(C=CC(=C1)C(F)(F)F)C(C)N1N=CC(=C1)NC(=O)C=1N=C(SC1)C1=NC=CC=C1)(F)F N-(1-(1-(2,4-bis(trifluoromethyl)phenyl)ethyl)-1H-pyrazol-4-yl)-2-(pyridin-2-yl)thiazole-4-carboxamide